Methyl 5-(6-amino-5-methylpyridin-3-yl)-1H-imidazole-2-carboxylate NC1=C(C=C(C=N1)C1=CN=C(N1)C(=O)OC)C